3-amino-6-(2,6-dimethylpyridin-4-yl)-5-(4-fluorophenyl)-N-(2-methoxybenzyl)pyrazine-2-carboxamide NC=1C(=NC(=C(N1)C1=CC=C(C=C1)F)C1=CC(=NC(=C1)C)C)C(=O)NCC1=C(C=CC=C1)OC